1,3,4-oxadiazolyl-imidazole O1C(=NN=C1)C=1NC=CN1